CC1N(CC2(CCC2)C1)S(=O)(=O)C1=NC=CC=C1 7-Methyl-6-(pyridin-2-ylsulfonyl)-6-azaspiro[3.4]octane